3-methyl-N-[(1s,4s)-4-{[2-(trifluoromethyl)imidazo[1,2-a]pyridin-5-yl]amino}cyclohexyl]-1-benzofuran-2-carboxamide CC1=C(OC2=C1C=CC=C2)C(=O)NC2CCC(CC2)NC2=CC=CC=1N2C=C(N1)C(F)(F)F